C(C1=CC=CC=C1)N1CCC2(CC1)COC1=C2C=C(C(=C1)OC)Br 1'-benzyl-5-bromo-6-methoxy-2H-spiro[benzofuran-3,4'-piperidine]